O(S(=O)(=O)C(F)(F)F)C1=C(C(=C(C=C1)C=1C(=NN(C1)CCOC)CF)F)F [2,3-difluoro-4-[3-(fluoromethyl)-1-(2-methoxyethyl) pyrazol-4-yl] phenyl] triflate